(S)-5-(2,4-difluorophenyl)-2-(fluoromethyl)-3,4-dihydro-2H-pyrano[2,3-b]Pyridine-7-carboxamide FC1=C(C=CC(=C1)F)C1=C2C(=NC(=C1)C(=O)N)O[C@@H](CC2)CF